C(C1=CC=CC=C1)N(C=1C(=C(C=CC1[N+](=O)[O-])C1(CCN(CC1)C(=O)OC(C)(C)C)C(=O)N1CC(C1)(F)F)F)CC1=CC=CC=C1 tert-Butyl 4-[3-(dibenzylamino)-2-fluoro-4-nitrophenyl]-4-(3,3-difluoroazetidine-1-carbonyl)piperidine-1-carboxylate